1-(5-tert-butyl-2H-pyrazol-3-yl)-3-[4-(5-fluoro-7-methyl-benzoimidazol-1-yl)-phenyl]-urea C(C)(C)(C)C=1C=C(NN1)NC(=O)NC1=CC=C(C=C1)N1C=NC2=C1C(=CC(=C2)F)C